(1R,3S,5r)-5-aminocyclohexane-1,3-diol hydrochloride Cl.NC1C[C@@H](C[C@@H](C1)O)O